2-cyclohexyl-5-(3-methyl-1,2,4-oxadiazol-5-yl)-N3-(pentan-3-yl)pyridine-2,3-diamine C1(CCCCC1)C1(NC=C(C=C1NC(CC)CC)C1=NC(=NO1)C)N